FC1=C(C2=C(OCO2)C=C1)C=NO 5-fluoro-1,3-benzodioxole-4-carbaldehyde oxime